ClC=1C=C(N[N+]#N)C=C(C1)Cl 3,5-dichloroanilinediazonium